(5R)-5-cyclopropyl-5-(3-methyl-2-(5-(trifluoromethyl)isoindoline-2-carbonyl)butyl)imidazolidine-2,4-dione C1(CC1)[C@@]1(C(NC(N1)=O)=O)CC(C(C)C)C(=O)N1CC2=CC=C(C=C2C1)C(F)(F)F